C(#N)C(CC#CC1=CC=CC=C1)C1=CC=CC=C1 4-cyano-1,4-diphenyl-1-butyne